ClC1=NN2C(N=CC(=C2[C@H](C)OC)C(=O)O)=N1 2-chloro-7-[(1S)-1-methoxyethyl]-[1,2,4]triazolo[1,5-a]pyrimidine-6-carboxylic acid